2-(3,4-Difluoro-5-hydroxyphenyl)-N-(tetrahydro-2H-pyran-4-yl)benzo[d]oxazole-5-carboxamide FC=1C=C(C=C(C1F)O)C=1OC2=C(N1)C=C(C=C2)C(=O)NC2CCOCC2